ethyl 5-(3-chlorophenyl)-3-fluoropyridine-2-carboxylate ClC=1C=C(C=CC1)C=1C=C(C(=NC1)C(=O)OCC)F